CN1C(=C(C2=CC=CC=C12)C1=C(C(C(C1(F)F)(F)F)(F)F)F)C 1-(1,2-dimethyl-indol-3-yl)perfluorocyclopentene